ClC1=CC=C(N=N1)C1(C(C=CC=C1)N)N 1-(6-chloropyridazin-3-yl)benzene-1,2-diamine